tert-butyl 7-{[1-(6-chloro-2-formylpyridin-3-yl)-4-hydroxypiperidin-4-yl]methoxy}heptanoate ClC1=CC=C(C(=N1)C=O)N1CCC(CC1)(O)COCCCCCCC(=O)OC(C)(C)C